CN1CC(C1)(C)[C@@](C=1C=C(C=NC1)CCC(C)(O)C1=NC=NC(=C1)OC)(C1=CC=C(C=C1)C(C)C)O 4-{5-[(R)-(1,3-dimethyl-azetidin-3-yl)-hydroxy-(4-isopropyl-phenyl)-methyl]-pyridin-3-yl}-2-(6-methoxy-pyrimidin-4-yl)-butan-2-ol